phenyl-propyl-methyl-piperidine C1(=CC=CC=C1)C1(N(CCCC1)C)CCC